FC(F)(F)S(=O)ON1N=NC2=C1C=CC=C2 1H-benzo[1,2,3]triazol-1-yl trifluoromethyl-sulfinate